6,6,9-trimethyl-3-pentyl-2-(thiophen-2-yl)-6H-benzo[c]chromen-1-ol CC1(OC=2C=C(C(=C(C2C2=C1C=CC(=C2)C)O)C=2SC=CC2)CCCCC)C